1-(4-{6-[2-(3-methanesulfonylphenyl)acetamido]pyridazin-3-yl}butyl)-N-methyl-1H-1,2,3-triazole-4-carboxamide CS(=O)(=O)C=1C=C(C=CC1)CC(=O)NC1=CC=C(N=N1)CCCCN1N=NC(=C1)C(=O)NC